BrC=1N=C(C(=NC1)OC1CN(CC1)C(C)=O)C(F)(F)F 1-(3-(5-bromo-3-(trifluoromethyl)-pyrazin-2-yloxy)pyrrolidin-1-yl)ethanone